2-[[4-[6-[(4-cyano-2-fluoro-phenyl)methoxy]-2-pyridyl]piperazin-1-yl]methyl]-7-(3-hydroxy-3-methyl-but-1-ynyl)-3-[[(2S)-oxetan-2-yl]methyl]benzimidazole-5-carboxylic acid C(#N)C1=CC(=C(C=C1)COC1=CC=CC(=N1)N1CCN(CC1)CC=1N(C2=C(N1)C(=CC(=C2)C(=O)O)C#CC(C)(C)O)C[C@H]2OCC2)F